OC1=CC=NC2=CC=CC=C12 4-hydroxyquinolin